5-(3-(2-amino-[1,2,4]triazolo[1,5-a]pyridin-7-yl)-6-chloro-2-fluorophenoxy)-3,3-difluoro-2-phenylpentan-2-ol NC1=NN2C(C=C(C=C2)C=2C(=C(OCCC(C(C)(O)C3=CC=CC=C3)(F)F)C(=CC2)Cl)F)=N1